CNC(=O)C1=CC=C(C=C1)C=1N=C2SC3=C(N2C1)C=CC(=C3)C(=O)NC[C@@H]3N(CCC3)C(=O)OC(C)(C)C Tert-butyl (R)-2-((2-(4-(methylcarbamoyl)phenyl)benzo[d]imidazo[2,1-b]thiazole-7-carboxamido)methyl)pyrrolidine-1-carboxylate